CN1C2=CC=CC=C2C=2C=CN=CC12 9-methyl-b-carboline